C(#N)C1=CC(=C(COC2=CC=CC(=N2)C2=CC(=C(CN3C(C4=CC=C(C=C4C3(C)CCOC)C(=O)O)=O)C=C2)F)C=C1)F 2-(4-(6-((4-cyano-2-fluorobenzyl)oxy)pyridin-2-yl)-2-fluorobenzyl)-3-(2-methoxyethyl)-3-methyl-1-oxoisoindoline-5-carboxylic acid